(3-(4-(Aminomethyl)benzyl)-1,2,3-oxadiazol-3-ium-5-yl)((3-(2-phenylacetamido)-5-(trifluoromethyl)phenyl)carbamoyl)amide NCC1=CC=C(C[N+]2=NOC(=C2)[N-]C(NC2=CC(=CC(=C2)C(F)(F)F)NC(CC2=CC=CC=C2)=O)=O)C=C1